1-(1-(2-(4-methoxybenzyl)-2H-tetrazol-5-yl)ethyl) 4-((S)-octan-2-yl) 2-methylenesuccinate C=C(C(=O)OC(C)C=1N=NN(N1)CC1=CC=C(C=C1)OC)CC(=O)O[C@@H](C)CCCCCC